5-(4-chloro-3,5-dimethoxyphenyl)isoindoline trisnonyl-phosphate C(CCCCCCCC)OP(=O)(OCCCCCCCCC)OCCCCCCCCC.ClC1=C(C=C(C=C1OC)C=1C=C2CNCC2=CC1)OC